(2R)-4-[(2R)-3-(3,4-dihydro-1H-isoquinolin-2-yl)-2-hydroxy-propyl]-8-[[1-(2-methoxyethyl)-4-piperidyl]oxy]-2-methyl-2,3-dihydro-1,4-benzoxazepin-5-one C1N(CCC2=CC=CC=C12)C[C@H](CN1C[C@H](OC2=C(C1=O)C=CC(=C2)OC2CCN(CC2)CCOC)C)O